[2H][C@](CCCN1C(C2=C(C(=C(C=C2C=C1)C1=NC=C(C=N1)C(F)(F)F)F)F)=O)(C)NC=1C=NNC(C1C(F)(F)F)=O 2-[(4R)-4-deuterio-4-[[6-oxo-5-(trifluoromethyl)-1H-pyridazin-4-yl]amino]pentyl]-7,8-difluoro-6-[5-(trifluoromethyl)pyrimidin-2-yl]isoquinolin-1-one